C(=C)N1C(CCCC1)=O N-Vinyl-piperidone